FC1=C(C=C(C=C1)NC(C=C)=O)NC1=NC(=NC=C1C=1C=C2C=NN(C2=CC1)C)NC=1C=NN(C1)C N-(4-fluoro-3-((5-(1-methyl-1H-indazol-5-yl)-2-((1-methyl-1H-pyrazol-4-yl)amino)pyrimidin-4-yl)amino)phenyl)acrylamide